N-(2-cyano-2'-fluorobiphenyl-3-yl)-4,5,6,7-tetrahydro[1,3]thiazolo[5,4-c]pyridine-2-carboxamide C(#N)C1=C(C=CC=C1NC(=O)C=1SC=2CNCCC2N1)C1=C(C=CC=C1)F